3,4,5-tri(decyloxy)benzaldehyde C(CCCCCCCCC)OC=1C=C(C=O)C=C(C1OCCCCCCCCCC)OCCCCCCCCCC